NCC1=NNC(C2=CC=C(C=C12)C1=C(N(N=C1)C)C=1C(=NN(C1)C1=CC=CC=C1)C#N)=O 4-(4-(aminomethyl)-1-oxo-1,2-dihydrophthalazin-6-yl)-2-methyl-1'-phenyl-1'H,2H-[3,4'-bipyrazole]-3'-carbonitrile